N1C(=CC=C1)NC(C1=CC=CC=C1)=O N-(1H-pyrrol-2-yl)benzamide